(4S)-3-[2-({1-[(2R,6S)-2,6-dimethyloxan-4-yl]-3-methyl-1H-pyrazol-4-yl}amino)quinazolin-7-yl]-4-methyl-1,3-oxazolidin-2-one C[C@H]1O[C@H](CC(C1)N1N=C(C(=C1)NC1=NC2=CC(=CC=C2C=N1)N1C(OC[C@@H]1C)=O)C)C